(3-(1-(4-fluorophenyl)-6-methyl-1H-indazol-5-yl)-1-((1-methyl-1H-pyrazol-4-yl)sulfonyl)pyrrolidin-3-yl)(phenyl)methanone FC1=CC=C(C=C1)N1N=CC2=CC(=C(C=C12)C)C1(CN(CC1)S(=O)(=O)C=1C=NN(C1)C)C(=O)C1=CC=CC=C1